FC1([C@H](C1)C(=O)N1C2CN(CC1CC2)C2=NC=NN1C2=CC(=C1)C=1C=NN(C1)C)F ((R)-2,2-difluorocyclopropyl)(3-(6-(1-methyl-1H-pyrazol-4-yl)pyrrolo[2,1-f][1,2,4]triazin-4-yl)-3,8-diazabicyclo[3.2.1]octan-8-yl)methanone